C1(CCCC1)N1C(C2(C3=C1N=C(N=C3)NC3=C(C=C(C=C3)S(=O)(=O)C3CCC(CC3)CO)C)CC2)=O 7'-cyclopentyl-2'-[4-[4-(hydroxymethyl)cyclohexyl]sulfonyl-2-methyl-anilino]spiro[cyclopropane-1,5'-pyrrolo[2,3-d]pyrimidine]-6'-one